2-(2-chloro-6-methoxybenzo[d]thiazol-4-yl)ethanol ClC=1SC2=C(N1)C(=CC(=C2)OC)CCO